(3-amino-6-(pyrimidin-5-yl)thieno[2,3-b]pyridin-2-yl)(3,3-difluorocyclobutyl)methanone NC1=C(SC2=NC(=CC=C21)C=2C=NC=NC2)C(=O)C2CC(C2)(F)F